Tert-butyl (1-(6-(N-(1-(2-cyclohexyl-5-methylphenoxy)cyclopropanecarbonyl)sulfamoyl)pyridin-2-yl)-4-methylpiperidin-4-yl)carbamate C1(CCCCC1)C1=C(OC2(CC2)C(=O)NS(=O)(=O)C2=CC=CC(=N2)N2CCC(CC2)(C)NC(OC(C)(C)C)=O)C=C(C=C1)C